COC=1C=C2C=CC(N(C2=CC1)CC1=CC=C(C=C1)OC)=O 6-methoxy-1-[(4-methoxyphenyl)methyl]quinolin-2-one